Cl.N1[C@H](C=CC1)C1(CC1)O (R)-1-(2,5-dihydro-1H-pyrrol-2-yl)cyclopropane-1-ol hydrochloride